ClC1=C(C=CC(=C1)Cl)[C@@H](C)NC1=NC(=NC=C1OC(F)F)N1C[C@@H]([C@H](CC1)NC(=O)[C@@H]1N[C@H](CC1)C)O (2R,5S)-N-((3S,4S)-1-(4-(((R)-1-(2,4-dichlorophenyl)ethyl)amino)-5-(difluoromethoxy)pyrimidin-2-yl)-3-hydroxypiperidin-4-yl)-5-methylpyrrolidine-2-carboxamide